tert-butyl (2-(3-(8-((2,6-dimethylbenzyl)amino)-2,3-dimethylimidazo[1,2-a]pyridin-6-yl)ureido)ethyl)carbamate CC1=C(CNC=2C=3N(C=C(C2)NC(NCCNC(OC(C)(C)C)=O)=O)C(=C(N3)C)C)C(=CC=C1)C